N[C@H]1[C@@H](CCCC1)C1=C(C2=NC(=CC(=C2N1C(F)F)NCC=1SC=CC1)Cl)Cl 2-((1R,2R)-2-aminocyclohexyl)-3,5-dichloro-1-(difluoromethyl)-N-(thiophen-2-ylmethyl)-1H-pyrrolo[3,2-b]pyridin-7-amine